BrC=1C(=C(C=CC1)C=1OC2=C(N1)C=C(C(=C2)OCC#N)CO)C 2-((2-(3-bromo-2-methylphenyl)-5-(hydroxymethyl)benzo[d]oxazol-6-yl)oxy)acetonitrile